(S)-7-(4-(5-fluoro-2-(oxetan-3-yloxy)phenyl)piperidin-1-yl)-5-oxa-2-azaspiro[3.4]octane-2-carboxylic acid tert-butyl ester C(C)(C)(C)OC(=O)N1CC2(C1)OC[C@H](C2)N2CCC(CC2)C2=C(C=CC(=C2)F)OC2COC2